1-(1-(piperidin-4-ylmethyl)piperidin-4-yl)pyrrole N1CCC(CC1)CN1CCC(CC1)N1C=CC=C1